BrC1=CN(C2=C(C(=CC=C12)Cl)C#N)COCC[Si](C)(C)C 3-bromo-6-chloro-1-(2-trimethylsilylethoxymethyl)indole-7-carbonitrile